4-(6-bromopyridin-3-yl)-2,5-difluorobenzimidamide BrC1=CC=C(C=N1)C1=CC(=C(C(N)=N)C=C1F)F